7-Bromo-3,4-dihydro-2H-isoquinolin-1-one BrC1=CC=C2CCNC(C2=C1)=O